(2S,5R)-5-(2-chlorophenyl)-1-(4-(3-fluoropyridin-4-yl)benzoyl)pyrrolidine-2-carboxylic acid ClC1=C(C=CC=C1)[C@H]1CC[C@H](N1C(C1=CC=C(C=C1)C1=C(C=NC=C1)F)=O)C(=O)O